benzyl {4-[(6-chloro-4-oxo-3,4-dihydro-2H-1-benzopyran-2-carbonyl)amino]bicyclo[2.1.1]hexan-1-yl}carbamate ClC=1C=CC2=C(C(CC(O2)C(=O)NC23CCC(C2)(C3)NC(OCC3=CC=CC=C3)=O)=O)C1